4-methyl-thiazol CC=1N=CSC1